CN1CCN(CC1)CCN(C(OC)=O)C methyl (2-(4-methylpiperazin-1-yl)ethyl)-N-methylcarbamate